C(C)OC(=O)C1=NC(=CC=C1Br)N(CCC#CC)C(=O)OC(C)(C)C bromo-6-{[(tert-butoxy)carbonyl](pent-3-yn-1-yl)amino}pyridine-2-carboxylic acid ethyl ester